C(C)(C)(C)C1=CC=C(C=C1)C#CC(=O)C1=C(C=CC=C1)NC 3-(4-(tert-butyl)phenyl)-1-(2-(methylamino)phenyl)prop-2-yn-1-one